C1(CCCCC1)C=1C(=NC=C(C1N)C#CC=1C=NN(C1)C)NC1=NC(=NC=C1)C=1C=NN(C1)S(=O)(=O)C1CC1 M-Cyclohexyl-N2-(2-(1-(cyclopropylsulfonyl)-1H-pyrazol-4-yl)pyrimidin-4-yl)-5-((1-methyl-1H-pyrazol-4-yl)ethynyl)pyridine-2,4-diamine